trans-4-[(2-methylthiazol-4-yl)methyl]cyclohexanecarboxylic acid CC=1SC=C(N1)C[C@@H]1CC[C@H](CC1)C(=O)O